N=1SN=C2C1C(=CC=C2C=2C=CC=C1C=CC=C(C21)C2=C(C=C(C(=O)N[C@H](C)C1=CC=CC=C1)C=C2OC)OC)C=2C=CC=C1C=CC=C(C21)C2=C(C=C(C(=O)N[C@H](C)C1=CC=CC=C1)C=C2OC)OC 4,4'-(benzo[c][1,2,5]thiadiazole-4,7-diylbis(naphthalene-8,1-diyl))bis(3,5-dimethoxy-N-((R)-1-phenylethyl)benzamide)